CN([C@@H]1CN(CC1)C(=O)OC(C)(C)C)CCCC=C tert-butyl (S)-3-(methyl(pent-4-en-1-yl)amino)pyrrolidine-1-carboxylate